4-{[6-(5-chloro-2-fluorophenyl)-2H,3H,4H-pyrido[3,2-b][1,4]-oxazin-8-yl]amino}-N-[2-(piperazin-1-yl)ethyl]pyridine-3-carboxamide ClC=1C=CC(=C(C1)C=1C=C(C=2OCCNC2N1)NC1=C(C=NC=C1)C(=O)NCCN1CCNCC1)F